[Cl-].ClC=1C=C(COC2=CC=C(CNC([C@H](CCC)[NH3+])=O)C=C2)C=CC1Cl (S)-1-((4-((3,4-dichlorobenzyl)oxy)benzyl)amino)-1-oxopentane-2-aminium chloride